N-[(1S)-1-cyclohexyl-2-[4-[5-(hydroxymethyl)-3-methyl-1H-pyrazol-4-yl]anilino]-2-oxo-ethyl]-2-methyl-pyrazole-3-carboxamide C1(CCCCC1)[C@@H](C(=O)NC1=CC=C(C=C1)C=1C(=NNC1CO)C)NC(=O)C=1N(N=CC1)C